OCC(CO)OCC(CNC(NCCCCCC(=O)O)=O)COC(CO)CO 6-(3-(3-((1,3-dihydroxypropan-2-yl)oxy)-2-(((1,3-dihydroxypropan-2-yl)oxy)methyl)propyl)ureido)hexanoic acid